C(C1=CC=CC=C1)SN1C=NC=C1CBr (benzylthio)-5-(bromomethyl)-1H-imidazole